CC1=CC=C(C=C1)S(=O)(=O)OCCCN1N=C(C=2C1=NC(=NC2)Cl)Cl 3-(3,6-Dichloro-1H-pyrazolo[3,4-d]pyrimidin-1-yl)propyl 4-methylbenzenesulfonate